C(#N)CC1(CN(C1)C1CCN(CC1)C(=O)C1=CC(=C(C=C1)B(O)O)F)N1N=CC(=C1)C=1C2=C(N=CN1)N(C=C2)COCC[Si](C)(C)C {4-[(4-{3-(Cyanomethyl)-3-[4-(7-{[2-(trimethylsilyl)ethoxy]methyl}-7H-pyrrolo[2,3-d]pyrimidin-4-yl)-1H-pyrazol-1-yl]azetidin-1-yl}piperidin-1-yl)carbonyl]-2-fluorophenyl}boronic acid